C(C1=CC=CC=C1)NC(COC1=C(C=CC=C1OC)C=O)=O N-BENZYL-2-(2-FORMYL-6-METHOXYPHENOXY)ACETAMIDE